ethyl-phenyl-[(trimethylsiloxy)dimethyl-siloxy]silane C(C)[SiH](O[Si](C)(C)O[Si](C)(C)C)C1=CC=CC=C1